C(C)(C)(C)OC(=O)C1=C(C(C=C2OC3=CC=CC(=C3N=C12)CO)=O)N 2-amino-9-hydroxymethyl-3-oxo-3H-phenoxazine-1-carboxylic acid tert-butyl ester